N-{4-[3-(3,4-difluorophenyl)-5-methyl-4-oxo-4,5-dihydro-1H-pyrrolo[3,2-c]pyridin-2-yl]pyridin-2-yl}-2-(4-fluorophenyl)propanamide FC=1C=C(C=CC1F)C1=C(NC2=C1C(N(C=C2)C)=O)C2=CC(=NC=C2)NC(C(C)C2=CC=C(C=C2)F)=O